7-chloro-5-(2-fluorophenyl)-2-(nitromethylene)-2,3-dihydro-1H-[1,4]benzodiazepine ClC=1C=CC2=C(C(=NCC(N2)=C[N+](=O)[O-])C2=C(C=CC=C2)F)C1